tri(dibutylamino)trimethylolpropane tetraacrylate C(C=C)(=O)O.C(C=C)(=O)O.C(C=C)(=O)O.C(C=C)(=O)O.C(CCC)N(CCCC)C(CC(CO)(CO)CO)(N(CCCC)CCCC)N(CCCC)CCCC